O=C1NCCC2=CC(=CC=C12)NC1=NC=C(C=N1)C(=O)NN 2-((1-oxo-1,2,3,4-tetrahydroisoquinolin-6-yl)amino)pyrimidine-5-hydrazide